C1OCCN2C1=CC(=C2)C=2C=C(C=CC2)N2N=NC(=C2)C=2C=C(C(=C(C=O)C2)O)F 5-(1-(3-(3,4-dihydro-1H-pyrrolo[2,1-c][1,4]oxazin-7-yl)phenyl)-1H-1,2,3-triazol-4-yl)-3-fluoro-2-hydroxybenzaldehyde